C(N)(OC1=NC(=C(N=C1C1=C(C(=NO1)C1=CC=C(C=C1)[N+](=O)[O-])C(C)(C)C)C1=CC=C(C=C1)S(=O)(=O)C(C)C)C(=O)OC(C)(C)C)=O tert-butyl(tert-butoxycarbonyl)(5-(4-(isopropylsulfonyl)phenyl)-3-(3-(4-nitrophenyl)isoxazol-5-yl)-pyrazine-2-yl) carbamate